(R)-3-((R)-(((R or S)-2-(6-chloropyridin-3-yl)propyl)amino)(phenyl)methyl)-N-ethyl-1,2,3,4-tetrahydropyrido[2,3-b]pyrazine-7-carboxamide ClC1=CC=C(C=N1)[C@H](CN[C@@H]([C@H]1CNC2=C(N1)N=CC(=C2)C(=O)NCC)C2=CC=CC=C2)C |o1:7|